tert-butyl (1-((1R,4R)-4-(6-((1,6-naphthyridin-2-yl)amino)-4-(cyclopropylamino)-nicotinamido)-cyclohexyl)-1-oxo-8,11,14-trioxa-2-azanonadecan-19-yl)carbamate N1=C(C=CC2=CN=CC=C12)NC1=NC=C(C(=O)NC2CCC(CC2)C(NCCCCCOCCOCCOCCCCCNC(OC(C)(C)C)=O)=O)C(=C1)NC1CC1